FC(CN1CCN(CC1)C1=CC2=C(CC(O2)(C)C)C=C1NC(=O)C=1C=NN2C1N=CC=C2)F N-[6-[4-(2,2-difluoroethyl)piperazin-1-yl]-2,2-dimethyl-3H-benzofuran-5-yl]pyrazolo[1,5-a]pyrimidine-3-carboxamide